O1CC(=CC1)C=1C(=NC=C(C1)C1=NN=C(N1COCC[Si](C)(C)C)C(F)(F)F)C 3-(2,5-dihydrofuran-3-yl)-2-methyl-5-(5-(trifluoromethyl)-4-((2-(trimethylsilyl)ethoxy)methyl)-4H-1,2,4-triazol-3-yl)pyridine